FC(CN1C(=NC=2C1=NC(=CC2)C=2C=CN1N=C(N=CC12)N[C@H]1CC[C@H](CC1)C(=O)N1CCCC1)C)F (cis-4-((5-(3-(2,2-difluoroethyl)-2-methyl-3H-imidazo[4,5-b]pyridin-5-yl)pyrrolo[2,1-f][1,2,4]triazin-2-yl)amino)cyclohexyl)(pyrrolidin-1-yl)methanone